N-(3-Chloro-4-fluorophenyl)-5,6,9,10-tetrahydro-4H-isoxazolo[3,4-c]pyrido[4',3':3,4]pyrazolo[1,5-a]azepine-11(12H)-carboxamide ClC=1C=C(C=CC1F)NC(=O)N1CC=2C(=NN3C2C=2C(CCC3)=CON2)CC1